(E)-2-(3-Chloro-4-fluorophenyl)-7-(2-(4-(piperidin-1-yl)but-2-enamido)phenyl)-4,5,6,7-tetrahydropyrazolo[1,5-a]pyrimidine-3-carboxamide ClC=1C=C(C=CC1F)C1=NN2C(NCCC2C2=C(C=CC=C2)NC(\C=C\CN2CCCCC2)=O)=C1C(=O)N